CO[Si](OC)(OC)CCCNC1=CC=CC=C1 Trimethoxysilylpropylaniline